COC=1C=C2C(=NC(=NC2=CC1OCCCCCCC=O)C)N[C@H](C)C1=CC(=CS1)C1=C(CN(C(OCCCC)=O)C)C=CC=C1 butyl (R)-2-(5-(1-((6-methoxy-2-methyl-7-((7-oxoheptyl)oxy)quinazolin-4-yl)-amino)ethyl)thiophen-3-yl)benzyl(methyl)carbamate